F[C@@H]1[C@@H](CNC1)NC=1C=C2CN3[C@@H](C2=CC1)CN(C[C@H]3C)C3=C1C=CC=NC1=C(C=C3)C#N 5-[(4R,10bS)-8-[[(3R,4S)-4-fluoropyrrolidin-3-yl]amino]-4-methyl-3,4,6,10b-tetrahydro-1H-pyrazino[2,1-a]isoindol-2-yl]quinoline-8-carbonitrile